C(C)(C)(C)OC(=O)NCCCN(C1=CC=C(C=C1)NC(OCC[Si](C)(C)C)=O)[C@@H]1C[C@@H](N(C2=CC=CC=C12)C(CC)=O)C 2-(trimethylsilyl)ethyl (4-((3-((tert-butoxycarbonyl)amino)propyl)((2S,4R)-2-methyl-1-propionyl-1,2,3,4-tetrahydroquinolin-4-yl)amino)phenyl)carbamate